TriazoleAldehyde N1N=NC(=C1)C=O